C(C)C=1C(=C(C=CC1F)[C@@H]1[C@@H](O[C@](C1)(C(F)(F)F)C)C(=O)NC1=CC(=NC=C1)C(=O)N)OC (2R,3R,5R)-4-[[3-(3-Ethyl-4-fluoro-2-methoxy-phenyl)-5-methyl-5-(trifluoromethyl)tetrahydrofuran-2-carbonyl]amino]pyridin-2-carboxamid